IC(C)(CC)I 2,2-diiodobutane